N-((1r,4r)-4-methoxycyclohexyl)-3-(thiazol-5-yl)-1H-indazole-5-carboxamide COC1CCC(CC1)NC(=O)C=1C=C2C(=NNC2=CC1)C1=CN=CS1